OC1=C(N=CC2=CC(=CC=C12)OC1=CC=CC=C1)C(=O)N1CCOCC1 (4-hydroxy-7-phenoxyisoquinolin-3-yl)(morpholino)methanone